3-(6,6,6-trifluorohexan-3-yl)urea FC(CCC(CC)NC(N)=O)(F)F